FC=1C=C2C(=NNC2=CC1F)C(=O)N1CCC(CC1)C1=C(C=CC=C1)C(F)(F)F (5,6-difluoro-1H-indazol-3-yl)(4-(2-(trifluoromethyl)phenyl)piperidin-1-yl)methanone